CYCLOMETHYLENECITRONELLOL CC1=CCC(CC1)C(C)CCO